CC1(OB(OC1(C)C)C1=CC=C(C=C1)C1(CCC1)O)C 1-(4-(4,4,5,5-tetramethyl-1,3,2-dioxaborolan-2-yl)phenyl)cyclobutan-1-ol